FC=1C(=C(C=CC1F)[C@H]1C(O[C@]([C@H]1C)(C(F)(F)F)C)C(=O)O)OC (3s,4s,5r)-3-(3,4-difluoro-2-methoxyphenyl)-4,5-dimethyl-5-(trifluoromethyl)tetrahydrofuran-2-carboxylic acid